((6aR,9R)-7-propyl-4,6,6a,7,8,9-hexahydroindolo[4,3-fg]quinolin-9-yl)(pyrrolidin-1-yl)methanone hemitartrate C(=O)(O)C(O)C(O)C(=O)O.C(CC)N1C[C@@H](C=C2C3=C4C(C[C@@H]12)=CNC4=CC=C3)C(=O)N3CCCC3.C(CC)N3C[C@@H](C=C4C1=C2C(C[C@@H]34)=CNC2=CC=C1)C(=O)N1CCCC1